1-((3R,4S,5R)-3,4-dihydroxy-5-(hydroxymethyl)tetrahydrofuran-2-yl)-2-(methylthio)pyridin-4(1H)-one O[C@H]1C(O[C@@H]([C@H]1O)CO)N1C(=CC(C=C1)=O)SC